The molecule is a monoalkyl phosphate epitope having ethyl as the alkyl group. It has a role as an epitope and a phosphoantigen. It is a conjugate acid of an ethyl hydrogen phosphate(1-). CCOP(=O)(O)O